NC1=CC=C(C=N1)C=1C=C(C(=O)NC=2N(C=C(N2)CCCCCC(N2CCCCC2)=O)C2=CC=CC=C2)C=CC1 3-(6-Aminopyridin-3-yl)-N-(4-(6-oxo-6-(piperidin-1-yl)hexyl)-1-phenyl-1H-imidazol-2-yl)benzamide